3-((tert-butoxycarbonyl)amino)-2-phenylpropanoic acid C(C)(C)(C)OC(=O)NCC(C(=O)O)C1=CC=CC=C1